COC(=O)C=1C=CC=2N(C1)C(=CN2)Br.CC2=NC(=CC=C2)C(F)(F)F 2-methyl-6-(trifluoromethyl)pyridine Methyl-3-bromoimidazo[1,2-a]pyridine-6-carboxylate